O1C(OCC1)CCCOC1=CC=C(C=C1)N1C[C@H](CCC1)C=1C=CC(=C2C(=CNC12)C#N)C |o1:17| 7-[(3R*)-1-{4-[3-(1,3-dioxolan-2-yl)propoxy]phenyl}piperidin-3-yl]-4-methyl-1H-indole-3-carbonitrile